2-(2-(4-amino-4-methylpiperidin-1-yl)-5-((2-(trifluoromethyl)pyridin-3-yl)thio)-1H-imidazo[4,5-b]pyrazin-1-yl)ethan-1-ol NC1(CCN(CC1)C1=NC=2C(=NC=C(N2)SC=2C(=NC=CC2)C(F)(F)F)N1CCO)C